7-(3-benzyloxy-5-methoxy-anilino)-5-methylsulfanyl-imidazo[1,2-c]pyrimidine-8-carboxamide C(C1=CC=CC=C1)OC=1C=C(NC2=C(C=3N(C(=N2)SC)C=CN3)C(=O)N)C=C(C1)OC